(1s,4s)-4-((5-(imidazo[1,2-a]pyrimidin-6-yl)-4-methoxy-7H-pyrrolo[2,3-d]pyrimidin-2-yl)amino)-1-methylcyclohexan-1-ol N=1C=CN2C1N=CC(=C2)C2=CNC=1N=C(N=C(C12)OC)NC1CCC(CC1)(O)C